6-isobutyl-5-(quinolin-8-yl)pyridin-2-amine C(C(C)C)C1=C(C=CC(=N1)N)C=1C=CC=C2C=CC=NC12